(4-divinylphosphorylphenyl)-N-[4-(trifluoromethyl)phenyl]pyridin-2-amine C(=C)P(=O)(C=C)C1=CC=C(C=C1)C=1C(=NC=CC1)NC1=CC=C(C=C1)C(F)(F)F